N[C@H]1C[C@H](N(CC1)C(=O)N1CC2(CCCC2)C(CC1)CN1CC=2N(CC1=O)C=CN2)C2=CC=CC=C2 7-((7-((2S,4R)-4-Amino-2-phenylpiperidine-1-carbonyl)-7-azaspiro[4.5]decan-10-yl)methyl)-7,8-dihydroimidazo[1,2-a]pyrazin-6(5H)-one